FC(OC1=C(C=C(C(=O)N[C@H](CO)CCOC(F)(F)F)C=C1)C#CC=1C=NN(C1)C)F 4-(difluoromethoxy)-N-[(2S)-1-hydroxy-4-(trifluoromethoxy)butan-2-yl]-3-[2-(1-methyl-1H-pyrazol-4-yl)ethynyl]benzamide